BrC=1C(=NC(=NC1)NC1=C(C=C(C(=C1)C=1C=NN(C1)C)N1CCC(CC1)N1CCN(CC1)C)OC)NC1=C(C=CC=C1)NS(=O)(=O)C N-(2-((5-bromo-2-((2-methoxy-5-(1-methyl-1H-pyrazol-4-yl)-4-(4-(4-methylpiperazin-1-yl)piperidin-1-yl)phenyl)amino)pyrimidin-4-yl)amino)phenyl)methanesulfonamide